N-(2,3-Dihydrobenzo[b][1,4]dioxin-2-carbonyl)-O-(trans-3-(2-(5,6,7,8-tetrahydro-1,8-naphthyridin-2-yl)ethyl)cyclobutyl)homoserine O1C2=C(OCC1C(=O)N[C@@H](CCO[C@@H]1C[C@H](C1)CCC1=NC=3NCCCC3C=C1)C(=O)O)C=CC=C2